2-((8-((3-(4,4-Difluoropiperidin-1-yl)-5-methylphenyl)amino)-1-(6-azaspiro[2.5]octan-6-yl)-2,7-naphthyridin-3-yl)amino)-2-methylpropan-1-ol FC1(CCN(CC1)C=1C=C(C=C(C1)C)NC=1N=CC=C2C=C(N=C(C12)N1CCC2(CC2)CC1)NC(CO)(C)C)F